CS(=O)C.O1C=NCC1 oxazoline compound with dimethyl sulfoxide